N-[(1R,3S)-3-{[6-chloro-2-(trifluoromethyl)quinolin-4-yl]amino}cyclohexyl]-4-(1H-imidazol-1-yl)benzamide ClC=1C=C2C(=CC(=NC2=CC1)C(F)(F)F)N[C@@H]1C[C@@H](CCC1)NC(C1=CC=C(C=C1)N1C=NC=C1)=O